3,6-bis(4-hydroxybenzyl)piperazine-2,5-dione OC1=CC=C(CC2C(NC(C(N2)=O)CC2=CC=C(C=C2)O)=O)C=C1